3-((5-fluoro-2-((4-(2-methoxyethoxy)phenyl)amino)pyrimidin-4-yl)amino)phenol FC=1C(=NC(=NC1)NC1=CC=C(C=C1)OCCOC)NC=1C=C(C=CC1)O